5-keto-5,6,7,8-tetrahydronaphthalen-2-yl acetate C(C)(=O)OC1=CC=2CCCC(C2C=C1)=O